2-[(5-chloropyrimidine-4-carbonyl)amino]-4-[2-isopropoxyethyl-[4-(5,6,7,8-tetrahydro-1,8-naphthyridin-2-yl)butyl]amino]butanoic acid ClC=1C(=NC=NC1)C(=O)NC(C(=O)O)CCN(CCCCC1=NC=2NCCCC2C=C1)CCOC(C)C